FC(C1=C(C=CC(=C1)C(F)(F)F)C1CCC2=C(N(C1=O)CC#CC1=CC=C(C=C1)OC)C=CC(=C2)F)(F)F 3-(2,4-bis(trifluoromethyl)phenyl)-7-fluoro-1-(3-(4-methoxyphenyl)prop-2-ynyl)-4,5-dihydro-1H-benzo[b]azepin-2(3H)-one